N-(1-((4-fluorophenyl)sulfonyl)-1,2,3,4-tetrahydroquinolin-6-yl)cyclohexanesulfonamide FC1=CC=C(C=C1)S(=O)(=O)N1CCCC2=CC(=CC=C12)NS(=O)(=O)C1CCCCC1